C1=CC(O)=C2C=3[C@@]45[C@@H](O2)[C@@H](O)C=C[C@H]4[C@@H](CC13)N(C)CC5 morphiNe